CC1=C(NC(C=N1)=O)C(=O)OC Methyl 3-methyl-6-oxo-1,6-dihydropyrazine-2-carboxylate